ClC1=CC2=C(NC(=N2)NC2=NC3=C(N2C)C=CC(=C3)C(=O)O)C=C1 2-((5-chloro-1H-benzo[d]imidazol-2-yl)amino)-1-methyl-1H-benzo[d]imidazole-5-carboxylic acid